FC=1C=C(CCN2C(=NC3=NC=CN=C3C2=O)SCC(=O)NC=2SC=CN2)C=CC1 2-((3-(3-Fluorophenethyl)-4-oxo-3,4-dihydropteridin-2-yl)thio)-N-(thiazol-2-yl)acetamide